5-(4'-phenyl-1,1'-biphenyl-3-yl)-8-(3-(9H-carbazol-9-yl)phenyl)-5H,8H-indolo[2,3-c]carbazole C1(=CC=CC=C1)C1=CC=C(C=C1)C1=CC(=CC=C1)N1C2=CC=CC=C2C2=C1C=CC=1N(C=3C=CC=CC3C21)C2=CC(=CC=C2)N2C1=CC=CC=C1C=1C=CC=CC21